BrC1=NC(=CC=C1)C1=CC=NN1C1OCCCC1 2-bromo-6-(1-(tetrahydro-2H-pyran-2-yl)-1H-pyrazol-5-yl)pyridine